4-(1-(4-((Ethyl(methyl)amino)methyl)-2-fluorophenyl)-2-methyl-1H-imidazol-4-yl)-N-(1-(methylsulfonyl)piperidin-4-yl)-5-(trifluoromethyl)pyrimidin-2-amine C(C)N(C)CC1=CC(=C(C=C1)N1C(=NC(=C1)C1=NC(=NC=C1C(F)(F)F)NC1CCN(CC1)S(=O)(=O)C)C)F